ClCCC(=O)C1=C(C=C(C(=C1)F)O)O 3-Chloro-1-(5-fluoro-2,4-dihydroxyphenyl)propan-1-one